1-[3,5-dimethoxy-4-(3-pentyl)phenyl]-3-(2-hydroxyphenyl)-1,3-propanedione COC=1C=C(C=C(C1C(CC)CC)OC)C(CC(=O)C1=C(C=CC=C1)O)=O